2,4-bis-trichloromethyl-6-piperonyl-1,3,5-triazine ClC(C1=NC(=NC(=N1)C(Cl)(Cl)Cl)CC1=CC=2OCOC2C=C1)(Cl)Cl